C(C)(=O)OC1=C(C=CC(=C1)C1CC1)N1N=C(C=2C(N(CCC21)C(=O)OC(C)(C)C)C#N)CC(=O)OC tert-butyl 1-(2-acetoxy-4-cyclopropylphenyl)-4-cyano-3-(2-methoxy-2-oxoethyl)-1,4,6,7-tetrahydro-5H-pyrazolo[4,3-c]pyridine-5-carboxylate